NC1C(CC(CC1)N)N 1,2,4-triamino-cyclohexane